(2RS)-2-(trans-4-aminocyclohexyl)-7-chloro-N-[(4,6-dimethyl-2-oxo-1,2-dihydropyridin-3-yl)methyl]-2,4-dimethyl-1,3-benzodioxol-5-carboxamide N[C@@H]1CC[C@H](CC1)[C@@]1(OC2=C(O1)C(=CC(=C2C)C(=O)NCC=2C(NC(=CC2C)C)=O)Cl)C |&1:7|